N[14C](N)=O 14C-urea